Benzo[1,2-d]Oxazole O1C=NC2=C1C=CC=C2